2-((3-morpholino-1-oxa-8-azaspiro[4.5]dec-8-yl)sulfonyl)-3-(trifluoromethoxy)phenol O1CCN(CC1)C1COC2(C1)CCN(CC2)S(=O)(=O)C2=C(C=CC=C2OC(F)(F)F)O